2,8-dibromodibenzothiophen BrC1=CC2=C(SC3=C2C=C(C=C3)Br)C=C1